tert-butyl N-[(1S)-2-(3-chloro-4-hydroxyphenyl)-1-({5-[3-methyl-4-(methylcarbamoyl)benzoyl]-5-azaspiro[2.4]heptan-7-yl}carbamoyl)ethyl]carbamate ClC=1C=C(C=CC1O)C[C@@H](C(NC1CN(CC12CC2)C(C2=CC(=C(C=C2)C(NC)=O)C)=O)=O)NC(OC(C)(C)C)=O